6,7-dichloro-4-(2,6-diisopropylphenyl)-1,4-dihydropyrido[2,3-b]pyrazine-2,3-dione ClC=1C(=CC2=C(N(C(C(N2)=O)=O)C2=C(C=CC=C2C(C)C)C(C)C)N1)Cl